BrC1=C2C(=CC=NC2=CC=C1OC(F)(F)F)O 5-bromo-6-(trifluoromethoxy)quinolin-4-ol